ethyl 2-(3,6-dimethyl-5,6-dihydro-4H-cyclopenta[c]pyrazol-1-yl)acetate CC=1C2=C(N(N1)CC(=O)OCC)C(CC2)C